(1R,2S,3R,4R,Z)-N-(4-fluoro-3-(trifluoromethyl)phenyl)-7-(prop-2-yn-1-ylidene)-3-(2,2,2-trifluoroacetamido)bicyclo[2.2.1]heptane-2-carboxamide FC1=C(C=C(C=C1)NC(=O)[C@H]1[C@H]/2CC[C@@H]([C@H]1NC(C(F)(F)F)=O)\C2=C/C#C)C(F)(F)F